2-(N-methylperfluoro-1-octanesulfonamido)-ethanol CN(S(=O)(=O)C(C(C(C(C(C(C(C(F)(F)F)(F)F)(F)F)(F)F)(F)F)(F)F)(F)F)(F)F)CCO